C1(=CC=CC=C1)C1=NC(=NC(=N1)C1=CC=CC=C1)OB(O)O (4,6-diphenyl-1,3,5-triazin-2-yl)boric acid